((S)-1-(6-methoxypyridin-3-yl)ethyl)-N,2-dimethylpropane-2-sulfinamide COC1=CC=C(C=N1)[C@@H](C)CC(C)(S(=O)NC)C